COC1=CC=C(CS(=O)(=O)C=2C=C(C(=NC2)C=2OC(=NN2)CO[Si](C(C)C)(C(C)C)C(C)C)N)C=C1 5-(4-methoxy-benzylsulfonyl)-2-(5-triisopropylsilyloxymethyl-[1,3,4]oxadiazol-2-yl)-pyridin-3-ylamine